(S)-2-(3-(4-((2,3-dihydrobenzo[b][1,4]dioxin-2-yl)methyl)piperazin-1-yl)-1,5-dimethyl-1H-pyrazol-4-yl)propan-2-ol Isobutyl-((4-bromophenoxy)(4-nitrophenoxy)phosphoryl)-L-alaninate C(C(C)C)N([C@@H](C)C(=O)OC(C)(C)C=1C(=NN(C1C)C)N1CCN(CC1)C[C@H]1COC2=C(O1)C=CC=C2)P(=O)(OC2=CC=C(C=C2)[N+](=O)[O-])OC2=CC=C(C=C2)Br